9-(2-fluorophenyl)-7-[rac-(2R,4S)-2-(6-keto-1-methyl-3-pyridyl)tetrahydropyran-4-yl]-2,3-dimethyl-pyrazino[1,2-a]pyrimidin-4-one FC1=C(C=CC=C1)C1=NC(=CN2C1=NC(=C(C2=O)C)C)[C@@H]2C[C@@H](OCC2)C2=CN(C(C=C2)=O)C |r|